C(C)(C)(C)OC(=O)N(C=1C=NC(=NC1)C=1C=C(C(=NC1)C(=O)OC)Cl)C methyl 5-(5-((tert-butoxycarbonyl)(methyl)amino)pyrimidin-2-yl)-3-chloropicolinate